BrCC(=O)C1=C(C=C(C(=C1)[N+](=O)[O-])F)O 2-Bromo-1-(4-fluoro-2-hydroxy-5-nitrophenyl)ethan-1-one